bis(4-hydroxy-phenyl)ether OC1=CC=C(C=C1)OC1=CC=C(C=C1)O